tetrahydrobenzoquinolizine C1CCCN2CC=C3C(=C12)C=CC=C3